N-(2'-amino-5'H-spiro[isochroman-4,4'-thiazol]-6-yl)-3,5-dichloropicolinamide NC=1SCC2(N1)COCC1=CC=C(C=C12)NC(C1=NC=C(C=C1Cl)Cl)=O